NCC(CC(=O)O)C1=CC(=C(C=C1)NC1=NC=C(C(=N1)NC1CC1)C(F)(F)F)OC 4-amino-3-(4-((4-(cyclopropylamino)-5-(trifluoromethyl)pyrimidin-2-yl)amino)-3-methoxyphenyl)butanoic acid